NC1=NC(=CC(=N1)N1CCC2(C[C@H](NC2)C(=O)OCC)CC1)O[C@@H](C(F)(F)F)C1=CC=C(C=C1)C=1C=C2C=CC=NC2=CC1 (S)-ethyl 8-(2-amino-6-((R)-2,2,2-trifluoro-1-(4-(quinolin-6-yl)phenyl)ethoxy)pyrimidin-4-yl)-2,8-diazaspiro[4.5]decane-3-carboxylate